1-methyl-6,7,8,9-tetrahydropyrazolo[3,4-d]pyrimido[1,2-a]pyrimidin-4(1H)-one CN1N=CC2=C1N=C1N(C2=O)CCCN1